2-cinnamyl-6-(thiophen-2-yl)pyridazin-3(2H)-one C(C=CC1=CC=CC=C1)N1N=C(C=CC1=O)C=1SC=CC1